C1=CC=CC=2C3=CC=CC=C3C(C12)COC(=O)N1CCC(CC1)C(=O)O 1-(((9H-fluoren-9-yl)methoxy)carbonyl)piperidine-4-carboxylic Acid